3,4-DIMETHYL-3-CYCLOHEXENYLMETHANAL CC=1CC(CCC1C)C=O